perfluorocaprylic acid-13C4 F[13C]([13C](=O)O)([13C]([13C](C(C(C(C(F)(F)F)(F)F)(F)F)(F)F)(F)F)(F)F)F